C1(CCCCC1)C1=NC(=NC=C1)NCC=1C(=NOC1C1=CC=C(C(=N1)C)NC(=O)[C@@H]1C([C@H]1C(=O)O)(F)F)C Trans-3-((6-(4-(((4-cyclohexylpyrimidin-2-yl)amino)-methyl)-3-methylisoxazol-5-yl)-2-methylpyridin-3-yl)-carbamoyl)-2,2-difluorocyclopropane-1-carboxylic acid